1-bromobenzo[4,5]thieno[2,3-d]pyridazin-4(3H)-one BrC=1C2=C(C(NN1)=O)SC1=C2C=CC=C1